C(C1=CC=C(C(=O)OC2=C(C=C(C=C2CC2=C(C(=CC(=C2)C)C(C)(C)C)O)C)C(C)(C)C)C=C1)(=O)OC1=C(C=C(C=C1CC1=C(C(=CC(=C1)C)C(C)(C)C)O)C)C(C)(C)C bis[2-tert-butyl-4-methyl 6-(3-tert-butyl-5-methyl-2-hydroxybenzyl) phenyl] terephthalate